CC(CS(=O)(=O)NC=1N=C2N(C=C(C=C2)C2=CC(=NC=C2)C)C1)C 2-methyl-N-(6-(2-methylpyridin-4-yl)imidazo[1,2-a]pyridin-2-yl)propane-1-sulfonamide